thiobis(2,6-dimethylphenol) S(C=1C(=C(C(=CC1)C)O)C)C=1C(=C(C(=CC1)C)O)C